L-Valine, 2-[(2-amino-1,6-dihydro-6-oxo-9H-purin-9-yl)methoxy]-3-hydroxypropyl ester, monohydrochloride Cl.N[C@@H](C(C)C)C(=O)OCC(CO)OCN1C=2N=C(NC(C2N=C1)=O)N